1-(4-(3,5-bis(trifluoromethyl)benzyl)piperazin-1-yl)-3-((1,2,3,4-tetrahydroacridin-9-yl)amino)propan-2-ol FC(C=1C=C(CN2CCN(CC2)CC(CNC=2C3=CC=CC=C3N=C3CCCCC23)O)C=C(C1)C(F)(F)F)(F)F